2-(6-(4-(tert-butoxycarbonyl)piperazin-1-yl)-5-ethyl-2-(2-methoxypyridin-4-yl)-7-oxo-[1,2,4]triazolo[1,5-a]pyrimidin-4(7H)-yl)acetic acid C(C)(C)(C)OC(=O)N1CCN(CC1)C1=C(N(C=2N(C1=O)N=C(N2)C2=CC(=NC=C2)OC)CC(=O)O)CC